Phosphonium triphenyl-2-propen-1-ylbromide C1(=CC=CC=C1)C(C=C(C1=CC=CC=C1)C1=CC=CC=C1)Br.[PH4+]